N-[4-(3-cyanophenyl)-5-(2,6-dimethyl-4-pyridinyl)thiazol-2-yl]-2-oxa-7-azaspiro[3.5]nonane-7-carboxamide C(#N)C=1C=C(C=CC1)C=1N=C(SC1C1=CC(=NC(=C1)C)C)NC(=O)N1CCC2(COC2)CC1